ClC=1C=C2C(=NN(C2=CC1[N+]#[C-])COCC[Si](C)(C)C)C1N(C(C2=CC=CC=C2C1)=O)C (5-chloro-6-isocyano-1-((2-(trimethylsilyl)ethoxy)methyl)-1H-indazol-3-yl)-2-methyl-3,4-dihydroisoquinoline-1(2H)-one